trimethylolpropane tri(2-ethyl caproate) C(C)C(C(=O)O)CCCC.C(C)C(C(=O)O)CCCC.C(C)C(C(=O)O)CCCC.C(O)C(CC)(CO)CO